lysine, isopropyl ester N[C@@H](CCCCN)C(=O)OC(C)C